CC1=CCC(CC1)(C=C)C 1,4-dimethyl-4-vinyl-cyclohexene